NC=1C=C2CC(N(C(C2=CC1)=O)C1C(NC(CC1)=O)=O)=O 6-amino-2-(2,6-dioxopiperidin-3-yl)isoquinoline-1,3(2H,4H)-dione